N=1C=C(N2C1C=CC=C2)C(=O)N2CC1=C(CC2)C(=CS1)C(=O)NC1=CC(=CC(=C1)C(F)(F)F)CN1CCOCC1 6-(Imidazo[1,2-a]pyridin-3-carbonyl)-N-(3-(morpholinomethyl)-5-(trifluoromethyl)phenyl)-4,5,6,7-tetrahydrothieno[2,3-c]pyridin-3-carboxamid